CC1=C(C(CC1)C)C(C)C 1,3-dimethyl-2-(1-methylethyl)-cyclopentene